2,3-dihydroisoquinolin C=1NCC=C2C=CC=CC12